α-bromo-butyrolactone BrC1C(=O)OCC1